ClC1=NN=C2N1C1=CC=CC=C1C(=N2)N(C)C=2C=C(C=CC2)C2=CC(=C(C=C2)C(F)(F)F)F chloro-N-(3'-fluoro-4'-(trifluoromethyl)-[1,1'-biphenyl]-3-yl)-N-methyl-[1,2,4]triazolo[4,3-a]quinazolin-5-amine